C1=C2C(=CC=CN1)C=CC=C2 benzo[1,2-e]azepine